5-chloro-3-methylbenzoyl chloride ClC=1C=C(C=C(C(=O)Cl)C1)C